NC1=C2C([C@]3([C@](OC4=C3C=CC(=C4)[C@H](C)C4CC4)(C2=CC=C1)O)NC(=O)C=1NC(=CC1)S(=O)(=O)C)=O N-((4bR,9bR)-1-amino-7-((R)-1-cyclopropylethyl)-4b-hydroxy-10-oxo-4b,10-dihydro-9bH-indeno[1,2-b]benzofuran-9b-yl)-5-(methylsulfonyl)-1H-pyrrole-2-carboxamide